[Cu].C1=CC=CCCCC1 cyclooctadien copper